2-(3-methoxyphenyl)-3-methyl-1H-indol-5-carbonitrile COC=1C=C(C=CC1)C=1NC2=CC=C(C=C2C1C)C#N